4-(5-(3-(1-Aminoethyl)-1-methyl-1H-pyrazol-5-yl)-5-hydroxyoctahydropentalen-2-yl)-N-(3-chloro-4-fluorophenyl)-1-methyl-1H-imidazole-5-carboxamide NC(C)C1=NN(C(=C1)C1(CC2CC(CC2C1)C=1N=CN(C1C(=O)NC1=CC(=C(C=C1)F)Cl)C)O)C